C(C)OC(=O)C=1OC2=C(N1)C=CC(=C2)N 6-Aminobenzo[d]oxazole-2-carboxylic acid ethyl ester